2-Bromo-6-(4-(2,4-difluorophenyl)-4H-1,2,4-triazol-3-yl)pyridine BrC1=NC(=CC=C1)C1=NN=CN1C1=C(C=C(C=C1)F)F